2,3,4,5-tetrakis(3,6-dimethyl-9H-carbazol-9-yl)-6-(1-phenyl-1H-benzo[d]imidazol-2-yl)benzonitrile CC=1C=CC=2N(C3=CC=C(C=C3C2C1)C)C1=C(C#N)C(=C(C(=C1N1C2=CC=C(C=C2C=2C=C(C=CC12)C)C)N1C2=CC=C(C=C2C=2C=C(C=CC12)C)C)N1C2=CC=C(C=C2C=2C=C(C=CC12)C)C)C1=NC2=C(N1C1=CC=CC=C1)C=CC=C2